acetylselenate C(C)(=O)O[Se](=O)(=O)[O-]